NC=1C=2N(C3=CC(=CC=C3N1)C(=O)N(C(C)C)CC1=C(C=C(C=C1)C(F)(F)F)F)C=NC2 4-amino-N-[[2-fluoro-4-(trifluoromethyl)phenyl]methyl]-N-isopropyl-imidazo[1,5-a]quinoxaline-8-carboxamide